CC1=C(C=CC=C1)C=1C=C(C=CC1)O 3-(2-methylphenyl)phenol